C12OCC(N(C1)CC=1C=C(C=C(C1C)Cl)NC(=O)NC1CN(C1)C1=CC(=C(C(=C1)F)C1C(NC(CC1)=O)=O)F)C2 1-(3-(2-oxa-5-azabicyclo[2.2.1]heptan-5-ylmethyl)-5-chloro-4-methylphenyl)-3-(1-(4-(2,6-dioxopiperidin-3-yl)-3,5-difluorophenyl)azetidin-3-yl)urea